Cl.C(C)(C)N1N=C(C=C1C)C1=NC=2C(=NC=CC2C=2C=CC3=C(CCCCC3N)C2)N1 2-[2-(1-Isopropyl-5-methyl-1H-pyrazol-3-yl)-3H-imidazo[4,5-b]pyridin-7-yl]-6,7,8,9-tetrahydro-5H-benzocyclohepten-5-ylamine hydrochloride